C1(CCCCC1)NC(OC1=CC(=CC=C1)C=1C=NC=C(C1)C=1OC=NN1)=O 3-(5-(1,3,4-oxadiazol-2-yl)pyridin-3-yl)phenyl cyclohexylcarbamate